C1(CC1)C1=NC(=C2N1CCNC2)C=2C(=NC=CC2)C(C)C 3-cyclopropyl-1-(2-isopropylpyridin-3-yl)-5,6,7,8-tetrahydroimidazo[1,5-a]pyrazine